2-(4-fluorophenoxy)-N-(3-methyl-4-(pyrimidin-2-yloxy)phenyl)cyclopropane-1-carboxamide FC1=CC=C(OC2C(C2)C(=O)NC2=CC(=C(C=C2)OC2=NC=CC=N2)C)C=C1